(S)-2-amino-N-(5-chloro-2-(1H-tetrazol-1-yl)benzyl)propionamide di-trifluoroacetate FC(C(=O)O)(F)F.FC(C(=O)O)(F)F.N[C@H](C(=O)NCC1=C(C=CC(=C1)Cl)N1N=NN=C1)C